FC1=C(C=C(CC2=NNC(C3=CC=CC=C23)=O)C=C1)C(=O)N1CC(C1)N1CCC(CC1)F 4-(4-fluoro-3-(3-(4-fluoropiperidin-1-yl)azetidine-1-carbonyl)benzyl)phthalazin-1(2H)-one